2-{6-[(3R)-3-(tert-butylamino)pyrrolidin-1-yl]pyridazin-3-yl}-5-(6-methoxypyrimidin-4-yl)phenol C(C)(C)(C)N[C@H]1CN(CC1)C1=CC=C(N=N1)C1=C(C=C(C=C1)C1=NC=NC(=C1)OC)O